C(C1=CC=CC=C1)NC(C)=O N-benzyl-acetamide